N-[(1R)-1-(3-bromophenyl)ethyl]-6,7-dimethoxy-2-methylquinazolin-4-amine BrC=1C=C(C=CC1)[C@@H](C)NC1=NC(=NC2=CC(=C(C=C12)OC)OC)C